(3,3-difluorocyclobutyl)(4-fluorophenyl)methanamine FC1(CC(C1)C(N)C1=CC=C(C=C1)F)F